tert-butyl 4-iodobenzoate IC1=CC=C(C(=O)OC(C)(C)C)C=C1